ClC=1SC(=CC1CC(=O)O)Cl 2-(2,5-dichlorothiophen-3-yl)acetic acid